tert-butyl 4-({2,2-difluoro-6-[4-(methoxycarbonyl)-2-[(oxetan-3-ylmethyl)amino]phenyl]-7-azaspiro[3.5]nonan-7-yl}methyl)-5-methoxy-7-methylindole-1-carboxylate FC1(CC2(C1)CC(N(CC2)CC2=C1C=CN(C1=C(C=C2OC)C)C(=O)OC(C)(C)C)C2=C(C=C(C=C2)C(=O)OC)NCC2COC2)F